C(C)C1C(C(=CC=C1)C)(C)O 2-ethyl-6-xylenol